2-amino-N-((5-(difluoromethyl)-2-pyridinyl)methyl)-N-((1R,2R)-2-hydroxycyclopentyl)-3-methyl-6-quinolinecarboxamide NC1=NC2=CC=C(C=C2C=C1C)C(=O)N([C@H]1[C@@H](CCC1)O)CC1=NC=C(C=C1)C(F)F